N-(6-amino-4-{4-cyano-2-[4-(difluoromethyl)-4H-1,2,4-triazol-3-yl]phenyl}-2-pyridyl)-5-{[(S)-3-methyl-1-piperidyl]methyl}-1-cyclopropyl-2-oxo-1,2-dihydronicotinamide NC1=CC(=CC(=N1)NC(C=1C(N(C=C(C1)CN1C[C@H](CCC1)C)C1CC1)=O)=O)C1=C(C=C(C=C1)C#N)C1=NN=CN1C(F)F